(3S)-3-{2-[6-(dibenzylamino)-2-fluoro-3-pyridinyl]-4-fluoro-1H-imidazol-5-yl}-7-(4,4,5,5-tetramethyl-1,3,2-dioxaborolan-2-yl)-2,3-dihydro-5(1H)-indolizinone C(C1=CC=CC=C1)N(C1=CC=C(C(=N1)F)C=1NC(=C(N1)F)[C@@H]1CCC2=CC(=CC(N12)=O)B1OC(C(O1)(C)C)(C)C)CC1=CC=CC=C1